CC(C(=O)OCC(C)(C1=CC(=CC=C1)Cl)NC(NC1=C(C(=CC=C1)CN1C(OC=C1C)=N)N)=S)(C)C 2-[({2-amino-3-[(2-imino-4-methyl-2,3-dihydro-1,3-oxazol-3-yl)methyl]phenyl}carbamothioyl)amino]-2-(3-chlorophenyl)propyl 2,2-dimethylpropanoate